FC1=C(C=CC=C1OC)C1=NN2C(N=CC=C2)=C1C(=O)O 2-(2-Fluoro-3-methoxyphenyl)pyrazolo[1,5-a]pyrimidine-3-carboxylic acid